(1-fluorovinyl)-N-(1,2,4-thiadiazol-5-yl)benzamide FC(=C)C1=C(C(=O)NC2=NC=NS2)C=CC=C1